N1(CCCC1)CC1=CC=C(C=C1)[C@H]1COC=2C(=NC=CC2)O1 (3S)-3-[4-(pyrrolidin-1-ylmethyl)phenyl]-2,3-dihydro[1,4]dioxino[2,3-b]pyridine